ClC1=C(C=O)C(=CC=C1OC)Cl 2,6-dichloro-3-methoxybenzaldehyde